(R)-2-hydroxyglutarate O[C@@H](C(=O)[O-])CCC(=O)[O-]